5-((4-(cyclopentylamino)-5-fluoropyrimidin-2-yl)amino)benzo[c][1,2]oxaborol-1(3H)-ol C1(CCCC1)NC1=NC(=NC=C1F)NC1=CC2=C(B(OC2)O)C=C1